NC1=CC(=C(C(=N1)C1=C(C=C2C(=NC(=NC2=C1F)OC[C@@H]1CCC(N1C)=O)N1[C@H](CNCC1)C)Cl)C(F)(F)F)C (5S)-5-[[7-[6-amino-4-methyl-3-(trifluoromethyl)-2-pyridyl]-6-chloro-8-fluoro-4-[(2S)-2-methylpiperazin-1-yl]quinazolin-2-yl]oxymethyl]-1-methylpyrrolidin-2-one